FC(C(=O)O)(F)F.N1=CC(=CC2=CC=CC=C12)OC=1N=NNC1C(=O)O 4-(quinolin-3-yloxy)-1H-1,2,3-triazole-5-carboxylic acid 2,2,2-trifluoroacetate